pentamethylcyclopentadienyl-tris(dimethylamino)zirconium CC1=C(C(=C(C1([Zr](N(C)C)(N(C)C)N(C)C)C)C)C)C